[Pd].BrC1=C(C=C(C(=C1)Cl)OC)C=1SC(=CN1)C 2-(2-BROMO-4-CHLORO-5-METHOXY-PHENYL)-5-METHYL-THIAZOLE Palladium